FC(OC1=CC(=C(C2=C1N(N=N2)C)C)[C@H](CC)C=2C=C(C1=C(C=CS1)C2)CN2C[C@H](OC1=C(C2)N=C(C=C1)O)CC)F (3R)-3-[7-(difluoromethoxy)-1,4-dimethyl-1H-benzotriazol-5-yl]-3-(7-{[(2R)-2-ethyl-7-hydroxy-2,3-dihydropyrido[2,3-f][1,4]oxazepin-4(5H)-yl]methyl}-1-benzothiophen-5-yl)propane